CC=1C(=C(C=CC1C(F)(F)F)C1=CC=CC=C1)[N+](=O)[O-] methyl-2-nitro-4-(trifluoromethyl)-1,1'-biphenyl